BrC=1C=C(C=CC1)/C=C/C(=O)NNC(\C=C\C1=CC(=CC=C1)Br)=O (E)-3-(3-bromophenyl)-N'-((E)-3-(3-bromophenyl)acryloyl)acrylohydrazide